COC(=O)C1=C(C=C2CCN(C2=C1)C1COCCC1)N 5-amino-N-(tetrahydro-2H-pyran-3-yl)indoline-6-carboxylic acid methyl ester